3,9-dioctadec-1-yl-2,4,8,10-tetraoxa-3,9-diphosphaspiro[5.5]undecane C(CCCCCCCCCCCCCCCCC)P1OCC2(CO1)COP(OC2)CCCCCCCCCCCCCCCCCC